4-tolylsulfone C1(=CC=C(C=C1)S(=O)(=O)C1=CC=C(C=C1)C)C